FC=1C=C(C=2CCC(C(C2C1)N1N=CC=C1)C=O)OC 3-fluoro-1-methoxy-5-(1H-pyrazol-1-yl)-5,6,7,8-tetrahydronaphthalene-6-carbaldehyde